(S)-N-(3-(4-aminopyrrolo[2,1-f][1,2,4]triazin-7-yl)-4-methylphenyl)-3-phenylisooxazolidine-2-carboxamide NC1=NC=NN2C1=CC=C2C=2C=C(C=CC2C)NC(=O)N2OCC[C@H]2C2=CC=CC=C2